5-(2-(4-((2-(2,7-diazaspiro[3.5]non-7-yl)pyrimidin-4-yl)methoxy)phenyl)propan-2-yl)-3-chloro-2-(2-chloroethoxy)benzonitrile C1NCC12CCN(CC2)C2=NC=CC(=N2)COC2=CC=C(C=C2)C(C)(C)C=2C=C(C(=C(C#N)C2)OCCCl)Cl